4-bromo-2-[3-(difluoromethyl)-5-methyl-pyrazol-1-yl]benzaldehyde BrC1=CC(=C(C=O)C=C1)N1N=C(C=C1C)C(F)F